CC1(NC(N(C1=O)C=1C=CC(=NC1)OC1=CC(=C(C#N)C=C1)C(C)C)=O)C 4-{[5-(4,4-dimethyl-2,5-dioxo-1-imidazolidinyl)-2-pyridinyl]oxy}-2-(1-methylethyl)benzonitrile